((4-hydroxy-1-(5-iodoimidazo[2,1-b][1,3,4]thiadiazol-2-yl)piperidin-4-yl)methyl)carbamic acid tert-butyl ester C(C)(C)(C)OC(NCC1(CCN(CC1)C1=NN2C(S1)=NC=C2I)O)=O